Bromofluoroethane CC(F)Br